ClC1=CC=C(C=C1)C1=C(C=CC=C1)[C@@H](C1CCN(CC1)C1=CC=C(C(=O)NS(=O)(=O)C2=CC(=C(C=C2)N[C@H](CCNC)CSC2=CC=CC=C2)S(=O)(=O)C(F)(F)F)C=C1)O 4-[4-[(R)-[2-(4-chlorophenyl)phenyl]-hydroxy-methyl]-1-piperidyl]-N-[4-[[(1R)-3-(methylamino)-1-(phenylsulfanylmethyl)propyl]amino]-3-(trifluoromethylsulfonyl)phenyl]sulfonyl-benzamide